3-(3-((Tert-Butoxycarbonyl)amino)oxetan-3-yl)acrylic acid ethyl ester C(C)OC(C=CC1(COC1)NC(=O)OC(C)(C)C)=O